2-bromo-4,5-dichlorophenyl-thiophenol BrC1=C(C=C(C(=C1)Cl)Cl)C1=C(C=CC=C1)S